FC1=CC(=CC=2N(C(=NC21)C)[C@H]2[C@@](CCC2)(O)C)B2OC(C(O2)(C)C)(C)C (1R,2R)-2-(4-fluoro-2-methyl-6-(4,4,5,5-tetramethyl-1,3,2-dioxaborolan-2-yl)-1H-benzo[d]imidazol-1-yl)-1-methylcyclopentan-1-ol